C(C[C@H](C(=O)O)NC(=O)CC(CC(=O)O)(C(=O)O)O)CNC(=O)CC(CC(=O)O)(C(=O)O)O The molecule is a D-ornithine derivative obtained by formal condensation of the terminal carboxy groups of two citric acid units with the two amino groups of D-ornithine. It has a role as a siderophore and a bacterial metabolite. It is a D-ornithine derivative, a pentacarboxylic acid, a tertiary alcohol and a tricarboxylic acid amide. It derives from a citric acid. It is a conjugate acid of a staphyloferrin A(5-).